ClS(=O)(=O)OCC(CCC(=O)OCCCCCCC)(C)C heptyl 5-((chlorosulfonyl) oxy)-4,4-dimethylpentanoate